NC1=NC=CC=C1C1=NC2=C(N1C=1C=CC(=NC1)NC(=O)C1CCC(CC1)C(=O)OC)C=C(C=C2)C2=CC=CC=C2 methyl (1r,4r)-4-((5-(2-(2-aminopyridin-3-yl)-6-phenyl-1H-benzo[d]imidazol-1-yl)pyridin-2-yl)carbamoyl)cyclohexane-1-carboxylate